2-amino-8-(benzyloxy)-9-((2R,3S,4R,SR)-4-fluoro-3-hydroxy-5-(hydroxymethyl)tetrahydrofuran-2-yl)-1,9-dihydro-6H-purin-6-one NC=1NC(C=2N=C(N(C2N1)[C@@H]1O[C@H]([C@@H]([C@H]1O)F)CO)OCC1=CC=CC=C1)=O |&1:12|